2-(5-(((1R,3S,5S)-6,6-difluoro-8-azabicyclo[3.2.1]octan-3-yl)(methyl)amino)pyrazin-2-yl)-4-fluoro-5-(1H-pyrazol-4-yl)phenol FC1([C@@H]2C[C@H](C[C@H](C1)N2)N(C=2N=CC(=NC2)C2=C(C=C(C(=C2)F)C=2C=NNC2)O)C)F